1-methyl-5-(4,4,5,5-tetramethyl-1,3,2-dioxaborolan-2-yl)-3,6-dihydro-2H-pyridine hydrochloride Cl.CN1CCC=C(C1)B1OC(C(O1)(C)C)(C)C